3,5-Dichloro-4-hydroxybenzoic acid ClC=1C=C(C(=O)O)C=C(C1O)Cl